(1s,2r,3s,6r,7s,9r)-4-(tert-butoxycarbonyl)-9-hydroxy-4-azatricyclo[5.2.1.0{2,6}]decane-3-carboxylic acid C(C)(C)(C)OC(=O)N1[C@@H]([C@H]2[C@H]3[C@@H](C[C@@H]([C@H]2C1)C3)O)C(=O)O